6,6'-(trimethylenedioxy)di-2-naphthoic acid O(CCCOC=1C=C2C=CC(=CC2=CC1)C(=O)O)C=1C=C2C=CC(=CC2=CC1)C(=O)O